ethyl 3-((cis)-1-(4-bromophenyl)-2-methylcyclopropyl)propanoate BrC1=CC=C(C=C1)[C@@]1([C@@H](C1)C)CCC(=O)OCC